Acryloyl-butadiene C(C=C)(=O)C=CC=C